1,3,4,6,7,8,9,9a-octahydropyrazino[2,1-c][1,4]oxazine C1OCCN2C1CNCC2